CN([C@H](COC1=CC(=CC=C1)B1OC(C(O1)(C)C)(C)C)C)C (S)-N,N-dimethyl-1-(3-(4,4,5,5-tetramethyl-1,3,2-dioxaborolan-2-yl)phenoxy)propan-2-amine